C1(=CC=CC=C1)C1(C(=C(C(C(C1(S(=O)(=O)[O-])F)(F)F)(F)F)F)I)C1=CC=CC=C1 diphenyliodoHexafluorobenzenesulfonate